4-hydroxy-2-phenyl-1,2,3,4-tetrahydronaphthalene OC1CC(CC2=CC=CC=C12)C1=CC=CC=C1